NC1=C(C=C(C=N1)C1=CC=C(C=C1)C(=O)N1CCC(CC1)N1CCCC1)OC(CC)C1=C(C=C(C(=C1)F)F)F (4-{6-amino-5-[1-(2,4,5-trifluoro-phenyl)-propoxy]-pyridin-3-yl}-phenyl)-(4-pyrrolidin-1-yl-piperidin-1-yl)-methanone